Methanesulfonic acid (Mesylate) S(C)(=O)(=O)O.CS(=O)(=O)O